ClC1=CC=C(C(=N1)C(=O)NS(=O)(=O)C)N[C@H](C)C=1C=C(C=C2C(N(C(=NC12)N1CC2=CC=C(C=C2C1)F)C)=O)F (R)-6-chloro-3-((1-(6-fluoro-2-(5-fluoroisoindolin-2-yl)-3-methyl-4-oxo-3,4-dihydroquinazolin-8-yl)ethyl)amino)-N-(methylsulfonyl)picolinamide